tertbutyl (3-((4-(2-(3-chloro-4-(2-chloroethoxy)-5-cyanophenyl) propan-2-yl)phenoxy) methyl) bicyclo[1.1.1]pentan-1-yl)carbamate ClC=1C=C(C=C(C1OCCCl)C#N)C(C)(C)C1=CC=C(OCC23CC(C2)(C3)NC(OC(C)(C)C)=O)C=C1